(1R,2R)-2-(((2-(6-Cyclopropyl-4-(4-fluoro-2-(4-methyl-4H-1,2,4-triazol-3-yl)phenyl)pyridin-2-yl)-7-fluorobenzo[d]oxazol-5-yl)methyl)amino)-1-methylcyclopentan-1-ol C1(CC1)C1=CC(=CC(=N1)C=1OC2=C(N1)C=C(C=C2F)CN[C@H]2[C@@](CCC2)(O)C)C2=C(C=C(C=C2)F)C2=NN=CN2C